C(C(=C)C)(=O)OC(CCCCCOC1=CC=C(C(=O)O)C=C1)CCCCCC 4-((6-(methacryloyloxy)dodecyl)oxy)benzoic acid